(R)-N-(3,3-difluoro-1-(methylsulfonyl)piperidin-4-yl)-5-(1-(2,2-difluoroethyl)-4-fluoro-2-methyl-1H-benzo[d]imidazol-6-yl)-6-fluoro-4-methoxypyrrolo[2,1-f][1,2,4]triazin-2-amine FC1(CN(CC[C@H]1NC1=NN2C(C(=N1)OC)=C(C(=C2)F)C=2C=C(C1=C(N(C(=N1)C)CC(F)F)C2)F)S(=O)(=O)C)F